Aluminum Tri(diethylphosphinate) C(C)P([O-])(=O)CC.C(C)P([O-])(=O)CC.C(C)P([O-])(=O)CC.[Al+3]